BrC1=CC2=C(N=C(O2)N2CC3(CC2)CCN(CC3)C)C(=C1)F 6-bromo-4-fluoro-2-(8-methyl-2,8-diazaspiro[4.5]dec-2-yl)-1,3-benzoxazole